FC(F)OC(=O)N1CCOCC1 (difluoromethyl)morpholine-4-carboxylate